N4-(3,4-dichloro-2-fluorophenyl)-7-((3-methyltetrahydrofuran-3-yl)ethynyl)quinazoline-4,6-diamine ClC=1C(=C(C=CC1Cl)NC1=NC=NC2=CC(=C(C=C12)N)C#CC1(COCC1)C)F